FC1=C(C=C(C=C1)NC(=O)C1=C(N(C(=C1C)C(C(NCC1=NN=C(N1)C(F)(F)F)=O)=O)C)C)C N-(4-fluoro-3-methylphenyl)-1,2,4-trimethyl-5-(2-oxo-2-(((5-(trifluoromethyl)-4H-1,2,4-triazol-3-yl)methyl)amino)acetyl)-1H-pyrrole-3-carboxamide